N[C@@H]1CCCC12CCN(CC2)C=2N(C(C1=C(N2)NC=C1C1=C(C2=CN(N=C2C=C1)CC)Cl)=O)C (R)-2-(1-amino-8-azaspiro[4.5]decan-8-yl)-5-(4-chloro-2-ethyl-2H-indazol-5-yl)-3-methyl-3,7-dihydro-4H-pyrrolo[2,3-d]pyrimidin-4-one